ClC=1N=C(C=2N=C3N(C2N1)CCO[C@@H]3C)Cl |r| racemic-2,4-dichloro-6-methyl-8,9-dihydro-6H-[1,4]oxazino[4,3-e]purine